2',4'-dichloro-2,3,4,5,6-pentafluoro-5'-(prop-2-yn-1-yloxy)-1,1'-biphenyl ClC1=C(C=C(C(=C1)Cl)OCC#C)C1=C(C(=C(C(=C1F)F)F)F)F